(R*)-5-chloro-2'-(((2R,7aS)-2-fluorotetrahydro-1H-pyrrolizin-7a(5H)-yl)methoxy)-4'-(1,4-oxazepan-4-yl)-3,4,5',8'-tetrahydro-2H-spiro[naphthalene-1,7'-pyrano[4,3-d]pyrimidin]-7-amine ClC1=C2CCC[C@@]3(CC=4N=C(N=C(C4CO3)N3CCOCCC3)OC[C@]34CCCN4C[C@@H](C3)F)C2=CC(=C1)N |o1:6|